(2s,4s)-1-((4-phenoxybenzoyl)glycyl)-4-(trifluoromethoxy)pyrrolidine-2-carboxylic acid O(C1=CC=CC=C1)C1=CC=C(C(=O)NCC(=O)N2[C@@H](C[C@@H](C2)OC(F)(F)F)C(=O)O)C=C1